C(C=C)(=O)OCCCOC1=CC=C(C(=O)OC2=C(C=C(C=C2)OC(C2=CC=C(C=C2)OCCCOC(C=C)=O)=O)C)C=C1 1,4-Bis-[4-(3-acryloyloxypropyloxy)benzoyloxy]-2-methylbenzene